2-chromenone O1C(C=CC2=CC=CC=C12)=O